ClC1=C(C=CC=2C(=C3N(C12)CCN(C3)C(CC3CCC(N3C)=O)=O)C=3C=NNC3)Cl 5-(2-(6,7-Dichloro-10-(1H-pyrazol-4-yl)-3,4-dihydropyrazino[1,2-a]indol-2(1H)-yl)-2-oxoethyl)-1-methylpyrrolidin-2-one